C(C)OC(CC1=CC(=CC=C1)C=1C(NC2=CC(=C(C=C2C1)C1=CC=C(C=C1)OC1CCC(CC1)O)Cl)=O)=O 2-(3-(7-chloro-6-(4-((4-hydroxycyclohexyl)oxy)phenyl)-2-oxo-1,2-dihydroquinolin-3-yl)phenyl)acetic acid ethyl ester